1-(3-(1,1-difluoro-5-(4-phenylpiperazin-1-yl)pentyl)-5-(trifluoromethyl)phenyl)-1H-indole FC(CCCCN1CCN(CC1)C1=CC=CC=C1)(F)C=1C=C(C=C(C1)C(F)(F)F)N1C=CC2=CC=CC=C12